CO[C@H]1[C@@H](O[C@@H]([C@H]1O)CO)N1C(=O)NC(=O)C(=C1)C 2'-O-methyl-5-methyl-uridine